C(#N)C=1C=CC=NC1 5-cyano-pyridine